1-(3,5-difluorobenzyl)-2-methyl-6-(3-((1-methyl-1H-pyrazol-4-yl)oxy)-5H-pyrrolo[2,3-b]pyrazin-5-yl)-1H-imidazo[4,5-b]pyridine FC=1C=C(CN2C(=NC3=NC=C(C=C32)N3C=CC=2C3=NC(=CN2)OC=2C=NN(C2)C)C)C=C(C1)F